C(C)(C)(C)OC(=O)C1=CC(=NC(=C1)O)C1=CC(=C(CC2=NC3=C(N2CCOC)C=C(C=C3)C(=O)OC)C=C1)F Methyl 2-(4-(4-(tert-butoxycarbonyl)-6-hydroxypyridin-2-yl)-2-fluorobenzyl)-1-(2-methoxyethyl)-1H-benzo[d]imidazole-6-carboxylate